S(=O)(=O)(C)C1=C(CC2CC3(CN(C3)C(=O)N3CC4(C3)NC(OC4)=O)C2)C=CC(=C1)C(F)(F)F 2-[6-[2-mesyl-4-(trifluoromethyl)benzyl]-2-azaspiro[3.3]heptane-2-carbonyl]-7-oxa-2,5-diazaspiro[3.4]octan-6-one